O1C(CCCC1)COCCC=O 3-(OXAN-2-YLMETHOXY)PROPANAL